C(C)OC(=O)C=CC1=CC=C(C=C1)C=CC1=CC=C(C=C1)C=CC(=O)OCC 4,4'-bis(ethoxycarbonylvinyl)stilbene